4-((S)-2-(methoxymethyl)pyrrolidin-1-yl)-N-((S)-1-phenylethyl)pyrimidin-2-amine COC[C@H]1N(CCC1)C1=NC(=NC=C1)N[C@@H](C)C1=CC=CC=C1